OP(O)OP(O)O.C1(CCCCC1)C(O)(C(CO)(CO)CO)C1CCCCC1 dicyclohexylpentaerythritol diphosphite